C(CCCCCCCCC)(=O)O[C@@H]1[C@](O[C@H](C1)N1C2=NC(=NC(=C2N=C1)NC(CCCCCCCCC)=O)F)(CO)C#C (2R,3S,5R)-5-(6-decanamido-2-fluoro-9H-purin-9-yl)-2-ethynyl-2-(hydroxymethyl)tetrahydrofuran-3-yl decanoate